C(C)OC(=O)C1=NN(C=C1C(C)=O)CC1=C(C=C(C=C1)F)F 4-Acetyl-1-(2,4-difluorobenzyl)-1H-pyrazole-3-carboxylic acid ethyl ester